NCC1=CC=C(C=C1)S(=O)(=O)NC=1C=CC(=C2C(=CNC12)C#N)C 4-(aminomethyl)-N-(3-cyano-4-methyl-1H-indol-7-yl)benzene-1-sulfonamide